OC=1C=C(C=NC1)C1OC(C2=CC=CC(=C12)C)=O 5-hydroxypyridin-3-yl-4-methylisobenzofuran-1(3H)-one